5-(ethylsulfonyl)-6-(2-(trifluoromethyl)-[1,2,4]triazolo[1,5-a]pyrimidin-5-yl)pyridin-3-ol C(C)S(=O)(=O)C=1C=C(C=NC1C1=NC=2N(C=C1)N=C(N2)C(F)(F)F)O